lithium (2,6-difluorobenzylindenide) FC1=C(CC=2[CH-]C3=CC=CC=C3C2)C(=CC=C1)F.[Li+]